3-(4-(3-hydroxypropan-1-yn-1-yl)-3-methyl-2-oxo-2,3-dihydro-1H-benzo[d]imidazol-1-yl)piperidine-2,6-dione OCC#CC1=CC=CC=2N(C(N(C21)C)=O)C2C(NC(CC2)=O)=O